1-(2-aminophenyl)-2,5-dihydrophosphole 1-oxide NC1=C(C=CC=C1)P1(CC=CC1)=O